(E)-2-(4-cyanophenyl)-3-(dimethylamino)acrylic acid methyl ester COC(\C(=C\N(C)C)\C1=CC=C(C=C1)C#N)=O